3-FORMYL-1-METHYL-1H-INDOLE-2-CARBOXYLIC ACID C(=O)C1=C(N(C2=CC=CC=C12)C)C(=O)O